tert-butyl 1-oxo-2-(2-(trifluoromethyl)pyridin-4-yl)-2,8-diazaspiro[4.5]decane-8-carboxylate O=C1N(CCC12CCN(CC2)C(=O)OC(C)(C)C)C2=CC(=NC=C2)C(F)(F)F